4-(1-((5-Methoxy-7-methyl-1H-indol-4-yl)methyl)-4-(oxetan-3-yl)piperazin-2-yl)benzoic acid COC=1C(=C2C=CNC2=C(C1)C)CN1C(CN(CC1)C1COC1)C1=CC=C(C(=O)O)C=C1